N-(2-fluoro-4-(8-methyl-2-(methylthio)imidazo[1',2':1,6]pyrido[2,3-d]pyrimidin-6-yl)phenyl)benzamide hydrochloride Cl.FC1=C(C=CC(=C1)C1=CC2=C(N=C(N=C2)SC)N2C1=NC(=C2)C)NC(C2=CC=CC=C2)=O